COC(=O)[C@H]1N(C(C(C1)(C)C)CC=C)C(C=C)=O (2S)-1-propenoyl-5-allyl-4,4-dimethylpyrrolidine-2-carboxylic acid methyl ester